N1=CC(=CC=C1)CS(=O)(=O)N 1-(pyridin-3-yl)methansulfonamid